tert-butyl (3S)-6-[2-[2-(dimethylamino)propyl]-1,3-benzothiazol-5-yl]-3-methyl-3,4-dihydro-2H-pyridine-1-carboxylate CN(C(CC=1SC2=C(N1)C=C(C=C2)C2=CC[C@@H](CN2C(=O)OC(C)(C)C)C)C)C